C(CCCCCCCCC\C=C/CCCCCCCC)(=O)O (Z)-eicos-11-enoic acid